methyl 1-{[(4-chloro-2,6-dimethylphenyl)acetyl] amino}-4-oxocyclohexanecarboxylate ClC1=CC(=C(C(=C1)C)CC(=O)NC1(CCC(CC1)=O)C(=O)OC)C